potassium methionine N[C@@H](CCSC)C(=O)O.[K]